N-methyl-butyramide CNC(CCC)=O